S(SC1=C(C(=O)OCC=C)C=CC=C1)C1=C(C(=O)OCC=C)C=CC=C1 diallyl 2,2'-disulfanediyldibenzoate